rac-(7S)-7-tert-butyl-N-[rac-(1R)-3-(dimethylamino)-1-[3-(morpholine-4-carbonyl)phenyl]propyl]-5,6,7,8-tetrahydrothiazolo[5,4-b]quinoline-2-carboxamide C(C)(C)(C)[C@@H]1CC=2C=C3C(=NC2CC1)SC(=N3)C(=O)N[C@H](CCN(C)C)C3=CC(=CC=C3)C(=O)N3CCOCC3 |r|